O[C@H](CN(C(C1=CN=CC(=C1)C#CC=1C=NN(C1)C)=O)C)CC1=CC=CC=C1 (S)-N-(2-hydroxy-3-phenylpropyl)-N-methyl-5-((1-methyl-1H-pyrazol-4-yl)ethynyl)nicotinamide